C(C)N(CCCNC(=O)C1=CC2=C(N3C(S2)=NC(=C3)N3CCN(CC3)C)C=C1)CC N-(3-(diethylamino)propyl)-2-(4-methylpiperazin-1-yl)benzo[d]imidazo[2,1-b]thiazole-7-carboxamide